tert-butyl (3R,4S)-3-((4-((1R,3R)-2-(bicyclo[1.1.1]pentan-1-yl)-3-methyl-2,3,4,9-tetrahydro-1H-pyrido[3,4-b]indol-1-yl) phenyl) amino)-4-fluoropyrrolidine-1-carboxylate C12(CC(C1)C2)N2[C@@H](C=1NC3=CC=CC=C3C1C[C@H]2C)C2=CC=C(C=C2)N[C@@H]2CN(C[C@@H]2F)C(=O)OC(C)(C)C